FC1=CC(=C(C=C1)N1C(N(C2=C1C=NC=C2)C2CCN(CC2)CCC2CCC(CC2)NC(OC(C)(C)C)=O)=O)C(N(C)C(C)C)=O tert-butyl ((1r,4r)-4-(2-(4-(3-(4-fluoro-2-(isopropyl(methyl)carbamoyl)phenyl)-2-oxo-2,3-dihydro-1H-imidazo[4,5-c]pyridin-1-yl)piperidin-1-yl)ethyl)cyclohexyl)carbamate